CN1CCC(CC1)NC(OC1=CC=C(C=C1)F)=O 4-fluorophenyl (1-methylpiperidin-4-yl)carbamate